C(C\C=C/CC)OC(C1=C(C=CC=C1)O)=O [(Z)-hex-3-enyl]-2-hydroxybenzoate